(2R,3R,11bR)-3-(tert-butoxy)-9-((1-(difluoromethyl)cyclopropyl)methoxy)-10-methoxy-1,3,4,6,7,11b-hexahydro-2H-pyrido[2,1-a]isoquinolin-2-ol C(C)(C)(C)O[C@H]1[C@@H](C[C@H]2N(CCC3=CC(=C(C=C23)OC)OCC2(CC2)C(F)F)C1)O